2-methyl-1H-imidazole CC=1NC=CN1